NCCCN(CCNC(OC(C)(C)C)=O)CCNC(=O)OC(C)(C)C Tert-butyl N-[2-[3-aminopropyl-[2-(tert-butoxycarbonylamino)ethyl]amino]ethyl]carbamate